3-Methyl-4-(((1-methyl-1H-pyrazolo[3,4-b]pyridin-4-yl)amino)methyl)-benzenesulfonamide CC=1C=C(C=CC1CNC1=C2C(=NC=C1)N(N=C2)C)S(=O)(=O)N